[C@@]12(C(CCC(C1(C)C)C2)(C)O)O (S)-(+)-pinanediol